[4-(5-chlorooxazolo[4,5-b]pyridin-2-yl)piperazin-1-yl]-[4-(5-isobutyl-1,3,4-oxadiazol-2-yl)-3-methyl-phenyl]methanone ClC1=CC=C2C(=N1)N=C(O2)N2CCN(CC2)C(=O)C2=CC(=C(C=C2)C=2OC(=NN2)CC(C)C)C